C(=O)O.NC1=CN=NC2=CC(=CC=C12)C=1C(=CC(=C(C1)B(O)O)OC)C=1OC=CN1 [5-(4-aminocinnolin-7-yl)-2-methoxy-4-(1,3-oxazol-2-yl)phenyl]boronic acid formic acid salt